tert-butyl (1-((3-(3-(4-(2-(2,6-dioxopiperidin-3-yl)-1-oxoisoindolin-5-yl)piperazin-1-yl)-azetidin-1-yl)phenyl)sulfonyl)piperidin-4-yl)carbamate O=C1NC(CCC1N1C(C2=CC=C(C=C2C1)N1CCN(CC1)C1CN(C1)C=1C=C(C=CC1)S(=O)(=O)N1CCC(CC1)NC(OC(C)(C)C)=O)=O)=O